C(C)(C)(C)OC(N[C@@H](C)C(CC1=C(C(=C(C=C1)F)Cl)C(NC1=C(C(=C(C(=C1[2H])[2H])[2H])[2H])[2H])=O)=O)=O (S)-(4-(3-chloro-4-fluoro-2-((phenyl-d5)carbamoyl)phenyl)-3-oxobutan-2-yl)carbamic acid tert-butyl ester